C(C1=CC=CC=C1)OCCOC=1C=C(N=NC1)N1CCC(CC1)OC1CC(C1)O (1r,3r)-3-((1-(5-(2-(benzyloxy)ethoxy)pyridazin-3-yl)piperidin-4-yl)oxy)cyclobutanol